C(C)(SC(C)C=1C(=NC=CC1)F)=O S-(1-(2-fluoropyridin-3-yl) ethyl) ethanethioate